C1(CCCCC1)N(C)CC1=C(C=CC=C1)C1=CC=C(C=C1)C=1C=CC2=C(NC(=N2)C)C1 6-(2'-((Cyclohexyl(Methyl)amino)Methyl)-[1,1'-Biphenyl]-4-yl)-2-Methyl-1H-benzo[d]Imidazol